[Ni]=O.[Co].[Fe] iron-cobalt-nickel oxide